ClC=1C=C(C2=C(N1)N(C=C2)C2CC1(C2)OCCO1)C(=O)OC methyl 6-chloro-1-(5,8-dioxaspiro[3.4]octan-2-yl)-1H-pyrrolo[2,3-b]pyridine-4-carboxylate